C(C1=CC=CC=C1)C1=CC=C(C=C1)N1C(C=CC1=O)=O N-(4-benzylphenyl)maleimide